4-(9-(5-(Difluoromethyl)-1,3,4-thiadiazol-2-yl)-7-(N-(1-methylcyclopropyl)sulfamoyl)-9H-pyrimido[4,5-b]indol-4-yl)-N,N-dimethylpiperidine-1-carboxamide FC(C1=NN=C(S1)N1C2=C(C3=CC=C(C=C13)S(NC1(CC1)C)(=O)=O)C(=NC=N2)C2CCN(CC2)C(=O)N(C)C)F